C(C1=CC=CC=C1)OC1=CC=CC(=N1)C1(OC2=C(C1=C)C(=C(C(=C2)F)Cl)Br)C(=O)OCC ethyl 2-(6-(benzyloxy)pyridin-2-yl)-4-bromo-5-chloro-6-fluoro-3-methylene-2,3-dihydrobenzofuran-2-carboxylate